CC1C(CCCCCC)[SiH2]1 1,7-Dimethylsilanoheptane